7,7-dimethyl-5-oxo-5,7-dihydrofuro[3,4-b]pyridine-1-oxide CC1(OC(C=2C1=[N+](C=CC2)[O-])=O)C